N-(trans-3-(dimethylamino)cyclobutyl)-3-(2-(4-(4-ethoxy-6-oxo-1H-pyridin-3-yl)-2-fluorophenyl)acetamido)-5-(trifluoromethyl)benzamide CN([C@@H]1C[C@H](C1)NC(C1=CC(=CC(=C1)C(F)(F)F)NC(CC1=C(C=C(C=C1)C1=CNC(C=C1OCC)=O)F)=O)=O)C